BrC1=CC=2N(C=C1)C=C(N2)C[C@@H](C(=O)NCCCCCC)NC(OC(C)(C)C)=O tert-butyl (S)-(3-(7-bromoimidazo[1,2-a]pyridin-2-yl)-1-(hexylamino)-1-oxopropan-2-yl)carbamate